NCCC1=CC(=NC(=C1)Br)C#N 4-(2-aminoethyl)-6-bromopyridine-2-carbonitrile